3-bromo-4-fluoro-1-((2-(trimethylsilyl)ethoxy)methyl)-1H-pyrrole-2-carboxylic acid methyl ester COC(=O)C=1N(C=C(C1Br)F)COCC[Si](C)(C)C